ClC1=C(N(C(C2=C(C=CC=C12)C(=O)NCC=1SC=CC1)=O)C1=CC=CC=C1)[C@H](C)NC=1C2=C(N=CN1)NC=CC2=O (S)-4-chloro-1-oxo-3-(1-((5-oxo-5,8-dihydropyrido[2,3-d]pyrimidin-4-yl)amino)ethyl)-2-phenyl-N-(thien-2-ylmethyl)-1,2-dihydroisoquinoline-8-carboxamide